C1N(CCC2=CC=CC=C12)[C@@H]1CN(C[C@H]1O)C(=O)C1=CC(=NC=N1)NC1CCN(CC1)C(C)=O trans-1-(4-((6-(3-(3,4-dihydroisoquinolin-2(1H)-yl)-4-hydroxypyrrolidine-1-carbonyl)pyrimidin-4-yl)amino)piperidin-1-yl)ethan-1-one